C(C)(C)(C)OC([C@H](CC(C(F)(F)F)C(F)(F)F)NC(=O)OCC1=CC=CC=C1)=O (2S)-2-[[(benzyloxy)carbonyl]amino]-5,5,5-trifluoro-4-(trifluoromethyl)pentanoic acid tert-butyl ester